Methyl 5-((2-(2-aminoacetamido)ethyl)carbamoyl)-2-(2-(4-fluorophenyl)butanamido)-4-methylthiophene-3-carboxylate trifluoroacetate FC(C(=O)O)(F)F.NCC(=O)NCCNC(=O)C1=C(C(=C(S1)NC(C(CC)C1=CC=C(C=C1)F)=O)C(=O)OC)C